(2S,3R)-methyl-3-phenyl-2,3-dihydroxypropanoate COC([C@H]([C@H](O)C1=CC=CC=C1)O)=O